8-chloro-4-(2,3-dichlorophenyl)pyrido[3,2-c]pyridazine-7-carbonyl chloride ClC1=C(C=NC2=C1N=NC=C2C2=C(C(=CC=C2)Cl)Cl)C(=O)Cl